C(C)(C)(C)[S@@](=O)N[C@@H]1C2(CC3=CC=CC=C13)CN(C2)C(=O)OC(C)(C)C tert-butyl (S)-1'-(((R)-tert-butylsulfinyl) amino)-1',3'-dihydrospiro[azetidine-3,2'-indene]-1-carboxylate